2-(4-(4-((S)-2-(3-Chloro-4-cyanophenyl)-3-methyl-2,8-diazaspiro[4.5]decan-8-yl)benzoyl)piperazin-1-yl)-N-(3-((2,6-dioxopiperidin-3-yl)amino)phenyl)acetamide ClC=1C=C(C=CC1C#N)N1CC2(C[C@@H]1C)CCN(CC2)C2=CC=C(C(=O)N1CCN(CC1)CC(=O)NC1=CC(=CC=C1)NC1C(NC(CC1)=O)=O)C=C2